ON=C(N)C1=NC=C(C=C1OCC1=CC=C(C=C1)OC)NC1=NN(C=N1)C1=CC=C(C=C1)C(F)(F)F N'-hydroxy-3-((4-methoxybenzyl)oxy)-5-((1-(4-(trifluoromethyl)phenyl)-1H-1,2,4-triazol-3-yl)amino)pyridinecarboxamidine